CCCCON=O n-butylnitrite